ε,ε,2,4-tetrafluoro-benzenehexanoic acid FC(CCCCC(=O)O)(C1=C(C=C(C=C1)F)F)F